OCCC(=O)[O-] 3-HYDROXYPROPIONAT